OC1=C(C(=CC(=C1)C)C)OB(O)O (2-hydroxy-4,6-dimethylphenyl)boric acid